2-chloro-4-((3-(((1S,2S)-2-ethyl-2-hydroxycyclopentyl)methyl)-1-methyl-2-oxo-2,3-dihydro-1H-benzo[d]imidazol-5-yl)amino)nicotinonitrile ClC1=C(C#N)C(=CC=N1)NC1=CC2=C(N(C(N2C[C@H]2[C@](CCC2)(O)CC)=O)C)C=C1